ClC1=CC(=C(C=C1)[C@@]1(OC2=C(O1)C=CC=C2C2CCN(CC2)CC=2N=CC(=NC2CC2(CC2)C#N)C#N)C)F (S)-5-((4-(2-(4-chloro-2-fluorophenyl)-2-methylbenzo[d][1,3]dioxol-4-yl)piperidin-1-yl)methyl)-6-((1-cyanocyclopropyl)methyl)pyrazine-2-carbonitrile